C[C@H]1CC2(CN1CC1=CN=C(S1)NC(C)=O)OCC=1C2=NC=CC1 N-(5-(((5'S)-5'-Methyl-5H-spiro[furo[3,4-b]pyridine-7,3'-pyrrolidin]-1'-yl)methyl)thiazol-2-yl)acetamide